nonylphenyl phenyl ether sulfate ammonium [NH4+].S(=O)(=O)([O-])[O-].C1(=CC=CC=C1)OC1=C(C=CC=C1)CCCCCCCCC.[NH4+]